N-[9,10-bis(1,1'-biphenyl-2-yl)-2-anthryl]-N,9-bisphenyl-9H-carbazole-3-amine C1(=C(C=CC=C1)C=1C2=CC=CC=C2C(=C2C=CC(=CC12)N(C=1C=CC=2N(C3=CC=CC=C3C2C1)C1=CC=CC=C1)C1=CC=CC=C1)C1=C(C=CC=C1)C1=CC=CC=C1)C1=CC=CC=C1